N1(CCCCC1)CC(COC=1C=C(C=CC1)C)O (piperidin-1-yl)-3-(m-tolyloxy)propan-2-ol